5-[(1S)-1-aminoethyl]-N-methoxy-N-methyl-1-pyrimidin-2-yl-1,2,4-triazol-3-amine-hydrochloride Cl.N[C@@H](C)C1=NC(=NN1C1=NC=CC=N1)N(C)OC